(R)-N-(1-(3-(difluoromethyl)-2-fluorophenyl)ethyl)-6-(piperazin-1-yl)quinolin-4-amine FC(C=1C(=C(C=CC1)[C@@H](C)NC1=CC=NC2=CC=C(C=C12)N1CCNCC1)F)F